COC=1C=C2C=CN(C2=C(C1)C)C(=O)OC(C)(C)C tert-Butyl 5-methoxy-7-methyl-1H-indole-1-carboxylate